4-(7-bromo-2,6-dichloro-8-fluoroquinazolin-4-yl)-5-((3-hydroxypropyl)(methyl)carbamoyl)-2-methylpiperazine-1-carboxylic acid benzyl ester C(C1=CC=CC=C1)OC(=O)N1C(CN(C(C1)C(N(C)CCCO)=O)C1=NC(=NC2=C(C(=C(C=C12)Cl)Br)F)Cl)C